(±)-(3-amino-1-(pyrrolo[1,2-a]pyrazin-1-yl)pyrrolidin-3-yl)methanol hydrochloride salt Cl.N[C@]1(CN(CC1)C=1C=2N(C=CN1)C=CC2)CO |r|